CC1=C(N=C(N1)C1=NC=CC(=C1)C=1C=NC=C(C1)S(=O)(=O)C)C(=O)N 5-Methyl-2-[5-(methylsulfonyl)-3,4'-bipyridin-2'-yl]-1H-imidazol-4-carboxamid